tribromostyrene C1=CC=C(C=C1)C(=C(Br)Br)Br